BrC1=CC=2CN3C(COC2N=C1)COCC3=O 3-bromo-10a,11-dihydro-5H,10H-[1,4]oxazino[3,4-c]pyrido[3,2-f][1,4]oxazepin-7(8H)-one